CC([C@H](C)N1N=CC(=C1)C=1C=2N(C=C(N1)C=1C=NN(C1)C[C@H](CO)O)N=CC2)C (R)-3-(4-(4-(1-((S)-3-methylbutan-2-yl)-1H-pyrazol-4-yl)pyrazolo[1,5-a]pyrazin-6-yl)-1H-pyrazol-1-yl)propane-1,2-diol